O=C(CC(C#N)C1=NC=CC=C1)C1=CC=CC=C1 4-oxo-4-phenyl-2-(pyridin-2-yl)butyronitrile